C(C)(C)(C)OC(=O)N1CCC(CC1)CN(CCC)[C@@H]1CC2=C(N=C(S2)N)CC1 (S)-4-(((2-Amino-4,5,6,7-tetrahydrobenzo[d]thiazol-6-yl)(propyl)amino)methyl)piperidine-1-carboxylic acid tert-butyl ester